Methyl-bicyclo[2.2.1]Heptane-2,3-dicarboxylic anhydride CC12C3C(C(CC1)C2)C(=O)OC3=O